2,5-dihydro-pyridin N=1CC=CCC1